NC1CC(C1)C(=O)N1CCN(CC1)C1=NC=C(C=C1NC(C)=O)C(F)(F)F N-(2-(4-((1R,3R)-3-aminocyclobutane-1-carbonyl)piperazine-1-yl)-5-(trifluoromethyl)pyridin-3-yl)acetamide